methyl 2-[4-[tert-butyl(dimethyl)silyl]oxybutyl-[5-methyl-6-[(Z)-[3-(2-trimethylsilylethoxymethyl)-1,3-benzothiazol-2-ylidene]amino]pyridazin-3-yl]amino]thiazole-4-carboxylate [Si](C)(C)(C(C)(C)C)OCCCCN(C=1SC=C(N1)C(=O)OC)C=1N=NC(=C(C1)C)\N=C\1/SC2=C(N1COCC[Si](C)(C)C)C=CC=C2